5-(2-bromo-6-chloropyridin-4-yl)-6-methyl-1,2,3,6-tetrahydropyrazine BrC1=NC(=CC(=C1)C1=NCCNC1C)Cl